[Si](C)(C)(C(C)(C)C)OCC1(CC(C1)=O)C 3-{[(tert-butyldimethylsilyl)oxy]methyl}-3-methylcyclobutan-1-one